tert-butyl 4-(1-((7-fluoro-2-methylimidazo[1,2-a]pyridin-6-yl)carbamoyl)-2,3-dihydro-1H-pyrrolo[2,3-b]pyridin-4-yl)-2,2-dimethylpiperazine-1-carboxylate FC1=CC=2N(C=C1NC(=O)N1CCC=3C1=NC=CC3N3CC(N(CC3)C(=O)OC(C)(C)C)(C)C)C=C(N2)C